6-(4-(2,2-difluoroethyl)piperazin-1-yl)-2,2-dimethyl-2,3-dihydrobenzofuran-5-amine FC(CN1CCN(CC1)C1=CC2=C(CC(O2)(C)C)C=C1N)F